C(C)(C)(C)N([Si](C)(C)C)[Co]N(C(C)(C)C)[Si](C)(C)C bis[(tert-butyl)(trimethylsilyl)amino]cobalt